BrC1=CC=C(C=C1)S[P@]1(OCCS1)=S (R)-2-((4-bromophenyl)thio)-1,3,2-oxathiaphospholane 2-sulfide